C(#N)C(C)C1=CC(=NC(=N1)C(C)(F)F)N1CC2(C=3C=NC(=CC31)NC(C)=O)CC2 N-(1'-(6-(1-cyanoethyl)-2-(1,1-difluoroethyl)pyrimidin-4-yl)-1',2'-dihydrospiro[cyclopropane-1,3'-pyrrolo[3,2-c]pyridin]-6'-yl)acetamide